FC=1C(=C(C=C(C1)OC)N1CCN(CC1)CC1=NC2=CC=CC=C2C(N1)=O)C=1N=NNN1 2-[[4-[3-fluoro-5-methoxy-2-(2H-tetrazol-5-yl)phenyl]piperazin-1-yl]methyl]-3H-quinazolin-4-one